1-(4-fluorobenzyl)-1,4-diazepane FC1=CC=C(CN2CCNCCC2)C=C1